N-cyclopropyl-2-fluoro-5-(6-((1-(hydroxymethyl)cyclopropyl)amino)-5-(1-methyl-1H-pyrazol-4-yl)pyridin-3-yl)-4-methylbenzamide C1(CC1)NC(C1=C(C=C(C(=C1)C=1C=NC(=C(C1)C=1C=NN(C1)C)NC1(CC1)CO)C)F)=O